trans-3-hydroxy-N-(8-(2-(2,2,2-trifluoroethoxy)phenyl)quinolin-2-yl)cyclobutane-1-carboxamide O[C@@H]1C[C@H](C1)C(=O)NC1=NC2=C(C=CC=C2C=C1)C1=C(C=CC=C1)OCC(F)(F)F